C(C)(C)(C)OC(NCCCN=S(=O)(C)C1=CC=C(C=C1)N)=O N-[3-[[(4-aminophenyl)-methyl-oxo-λ^{6}-sulfenyl]amino]propyl]carbamic acid tert-butyl ester